CS(=O)(=O)[O-].C(CCCCC)[N+]1=CC=C(C=C1)CCCC 1-Hexyl-4-butylpyridinium methansulfonat